2-(methoxycarbonyl)-4-(trifluoromethyl)pyridine 1-oxide COC(=O)C1=[N+](C=CC(=C1)C(F)(F)F)[O-]